O1C=NC=C1C1=CC=CC=2[C@H](OCCCC21)CNC(OC(C)(C)C)=O (S)-tert-butyl (6-(oxazol-5-yl)-1,3,4,5-tetrahydrobenzo[c]oxepin-1-yl)methylcarbamate